C(C)(C)(C)OC([C@H](CCC(=O)O)N(C)C(=O)OC(C)(C)C)=O (S)-5-(tert-Butoxy)-4-((tert-butoxycarbonyl)(methyl)amino)-5-oxopentanoic Acid